OC([C@H](C)NC([C@H](C(C)C)NC(OC(C)(C)C)=O)=O)(C1=CC=C(C=C1)OC)C1=CC=C(C=C1)OC.C(C)(C)(C)C1=C(C(C=NCCN=CC=2C(O)=C(C=C(C2)C(C)(C)C)C(C)(C)C)=CC(=C1)C(C)(C)C)O N,N'-bis(3,5-di-tert-butylsalicylidene) ethylenediamine tert-butyl ((S)-1-(((S)-1-hydroxy-1,1-bis(4-methoxyphenyl)propan-2-yl)amino)-3-methyl-1-oxobutan-2-yl)carbamate